(1R,5S)-8-oxabicyclo[3.2.1]octane [C@@H]12CCC[C@@H](CC1)O2